ClC1=CC=C(C=C1)C1=C(C(=NN1C1=C(C=C(C=C1)Cl)Cl)C(C(=O)NCCCCCCC)=O)C 2-(5-(4-chlorophenyl)-1-(2,4-dichlorophenyl)-4-methyl-1H-pyrazol-3-yl)-N-heptyl-2-oxoacetamide